(S)-7-bromo-6-(1-(pyrimidin-2-yl)ethoxy)quinazolin-4(3H)-one BrC1=C(C=C2C(NC=NC2=C1)=O)O[C@@H](C)C1=NC=CC=N1